4-(trifluoromethoxy)benzeneSulfonyl chloride FC(OC1=CC=C(C=C1)S(=O)(=O)Cl)(F)F